(2,4,6-trichlorophenyl) (2S,5'R)-7-chloro-1',4-dimethoxy-5'-methyl-3,3'-dioxo-spiro[benzofuran-2,6'-cyclohexene]-6-carboxylate ClC1=C(C=C(C=2C([C@@]3([C@@H](CC(C=C3OC)=O)C)OC21)=O)OC)C(=O)OC2=C(C=C(C=C2Cl)Cl)Cl